7-(3,5-Dimethylisoxazol-4-yl)-1-(2-morpholin-4-ylethyl)-4-phenyl-4,5-dihydroimidazo[1,5,4-de][1,4]benzoxazin-2(1H)-one CC1=NOC(=C1C1=CC=C2C=3N(C(COC31)C3=CC=CC=C3)C(N2CCN2CCOCC2)=O)C